CCCCCCCCCCCCCCCCCC(=O)OC(CCCCC)CCCCCCCCCCCC(=O)[O-] The molecule is a monocarboxylic acid anion that is the conjugate base of 13-(octadecanoyloxy)octadecanoic acid, obtained by deprotonation of the carboxy group; major species at pH 7.3. It is a conjugate base of a 13-(octadecanoyloxy)octadecanoic acid.